6-methyl-8-(pyrazol-1-ylmethyl)imidazo[1,2-a]pyrazin-2-amine CC=1N=C(C=2N(C1)C=C(N2)N)CN2N=CC=C2